ClC1=C(C(=C(C(=N1)CCC1=CC=C(C=C1)F)C(=O)OCC)C=1SC(=CC1)C(NCC1=CC(=C(C=C1)F)F)=O)C#N ethyl 6-chloro-5-cyano-4-[5-[(3,4-difluorophenyl)methylcarbamoyl]-2-thienyl]-2-[2-(4-fluorophenyl)ethyl]pyridine-3-carboxylate